2-[2,3-bis(2-hydroxyethoxy)propoxy]ethanol arsonoacetate [As](=O)(O)(O)CC(=O)OCCOCC(COCCO)OCCO